BrC=1C=C(C=C(C1)S(=O)(=O)C(C1=CC=CC=C1)(F)F)N1CCOCC1 4-(3-bromo-5-((difluoro(phenyl)methyl)sulfonyl)phenyl)morpholine